[F-].[Sm+3].[F-].[F-] Samarium fluoride